C1=CC=CC=2[Se]C3=CC=CC=C3N(C12)C1=CC=C([Se]1)C=O 5-(10H-phenoselenazin-10-yl)selenophene-2-carbaldehyde